2-amino-4-(trifluoromethyl)phenyl-N,N-dimethylpiperidin-4-amine NC1=C(C=CC(=C1)C(F)(F)F)N1CCC(CC1)N(C)C